3-((2-((2-cyclopropyl-4-(4-methylpiperazin-1-yl)phenyl)amino)-5-(trifluoromethyl)pyridin-4-yl)amino)piperidin-2-one C1(CC1)C1=C(C=CC(=C1)N1CCN(CC1)C)NC1=NC=C(C(=C1)NC1C(NCCC1)=O)C(F)(F)F